FC1(CCN(CC1)C1=NC(=CC(=C1)C1=NN=C(S1)C1=C(C=C(C=C1)NS(=O)(=O)CCO)N1CCC2(CC2)CC1)C)F N-(4-(5-(2-(4,4-difluoropiperidin-1-yl)-6-methylpyridin-4-yl)-1,3,4-thiadiazol-2-yl)-3-(6-azaspiro[2.5]octane-6-yl)phenyl)-2-hydroxyethane-1-sulfonamide